1-(3-chlorophenyl)methanamine ClC=1C=C(C=CC1)CN